3-aminomethyl-imidazo[1,2-a]pyridine NCC1=CN=C2N1C=CC=C2